C(C1=CC=CC=C1)NC1=NC=NN2C1=NC=C2C(C)C 4-(Benzylamino)-7-isopropyl-imidazo[2,1-f][1,2,4]triazin